4-((3-((dimethylamino)methyl)-4-(tetrahydro-2H-pyran-4-yl)phenyl)amino)-7-(7-fluoroimidazo[1,2-a]pyridin-3-yl)-1,2-dihydro-3H-pyrrolo[3,4-c]pyridin-3-one CN(C)CC=1C=C(C=CC1C1CCOCC1)NC1=NC=C(C2=C1C(NC2)=O)C2=CN=C1N2C=CC(=C1)F